2-(2,6-dioxopiperidin-3-yl)-5-((3-(trans-3-(4-(7-morpholinoquinoxalin-2-yl)-1H-pyrazol-1-yl)cyclobutyl)propyl)amino)isoindoline-1,3-dione O=C1NC(CCC1N1C(C2=CC=C(C=C2C1=O)NCCC[C@@H]1C[C@H](C1)N1N=CC(=C1)C1=NC2=CC(=CC=C2N=C1)N1CCOCC1)=O)=O